2-fluoro-4-[2-[(1R,4R)-5-isopropyl-2,5-diazabicyclo[2.2.1]hept-2-yl]-2-oxo-ethyl]benzonitrile FC1=C(C#N)C=CC(=C1)CC(=O)N1[C@H]2CN([C@@H](C1)C2)C(C)C